cis-2-((2-chloro-5-iodopyrimidin-4-yl)oxy)cyclopentan-1-ol ClC1=NC=C(C(=N1)O[C@@H]1[C@@H](CCC1)O)I